FC(OC1=CC(=C(C=C1)NC=1N(C(C(=C2CCNC(C12)=O)C)=O)C)F)F 8-((4-(difluoromethoxy)-2-fluorophenyl)amino)-5,7-dimethyl-3,4-dihydro-2,7-naphthyridine-1,6(2H,7H)-dione